Cl.ClC1=C(OC2=CC=C(C=C2)NN)C(=CC=C1)Cl 4-(2,6-dichlorophenoxy)phenylhydrazine hydrochloride